(1R,3aS,6aR)-2-(9-acetamido-9H-fluorene-9-carbonyl)-N-((R)-4-hydroxy-3-oxo-1-((R)-2-oxopyrrolidin-3-yl)butan-2-yl)octahydrocyclopenta[c]pyrrole-1-carboxamide C(C)(=O)NC1(C2=CC=CC=C2C=2C=CC=CC12)C(=O)N1[C@H]([C@H]2[C@@H](C1)CCC2)C(=O)N[C@H](C[C@@H]2C(NCC2)=O)C(CO)=O